C(C)(C)(C)[C@@H]1NC(OC1)=O (S)-4-tert-butyl-2-oxazolidinone